FC=1C=CC(=C(C(=O)O)C1)NC(C)C=1C=2N=C3C(=NC2C=C(C1)F)C1=CC=CC=C1C3 5-fluoro-2-[1-(7-fluoro-11H-indeno[1,2-b]quinoxalin-9-yl)ethylamino]benzoic acid